N-(2-(4-(azidomethyl)piperidin-1-yl)ethyl)-1-(4-bromophenyl)methanesulfonamide N(=[N+]=[N-])CC1CCN(CC1)CCNS(=O)(=O)CC1=CC=C(C=C1)Br